methyl (Z)-2-(5-(5-(4-bromophenyl)-1,2,4-oxadiazol-3-yl)-2-methylphenoxy)-3-methoxyacrylate BrC1=CC=C(C=C1)C1=NC(=NO1)C=1C=CC(=C(O\C(\C(=O)OC)=C/OC)C1)C